C[C@@H]1C=C(CNC1)C1=CNC2=NC=CC=C21 (R)-3-(5-methyl-1,2,5,6-tetrahydropyridin-3-yl)-1H-pyrrolo[2,3-b]pyridine